lithium 5-tert-butyl-1,2,4-oxadiazole-3-carboxylate C(C)(C)(C)C1=NC(=NO1)C(=O)[O-].[Li+]